C(C=C)OCC=1C(=NC(=CC1)Br)NC(=O)[C@H]1N([C@@H]2C[C@@]2(C1)CC1=NC(=NO1)C=C)C(=O)OC(C)(C)C (1R,3S,5R)-tert-Butyl 3-((3-((Allyloxy)methyl)-6-bromopyridin-2-yl)carbamoyl)-5-((3-vinyl-1,2,4-oxadiazol-5-yl)methyl)-2-azabicyclo[3.1.0]hexane-2-carboxylate